N-(methoxymethyl)cyclopropylamide COC[N-]C1CC1